[Na+].[Na+].O[B-]1(CCC=2C=CC(=C(C2O1)C(=O)O)OC1CN(C1)C(=O)C=1NC=CN1)O.O[B-]1(CCC=2C=CC(=C(C2O1)C(=O)O)OC1CN(C1)C(=O)C=1NC=CN1)O 4,4-dihydroxy-8-{[1-(1H-imidazole-2-carbonyl)azetidin-3-yl]oxy}-5-oxa-4-boranuidabicyclo[4.4.0]deca-1(6),7,9-triene-7-carboxylic acid disodium salt